NC1=NC=NC2=C(C=C(C=C12)C1=CC(=CC=C1)C#C[C@]1(C(N(CC1)C)=O)O)C#N (R)-4-Amino-6-(3-((3-hydroxy-1-methyl-2-oxopyrrolidin-3-yl)ethynyl)phenyl)quinazoline-8-carbonitrile